6-(cyclopropylmethyl)-6H-thieno[2,3-b]pyrrole-5-carbaldehyde C1(CC1)CN1C2=C(C=C1C=O)C=CS2